CC1=NC(=CC=C1C(=O)OCCCN1N=C(C=2C(NCC3(CCOCC3)CC21)=O)CC)C 3-(3-ethyl-4-oxo-spiro[6,8-dihydro-5H-pyrazolo[4,3-c]azepine-7,4'-tetrahydropyran]-1-yl)propyl 2,6-dimethylpyridine-3-carboxylate